CN1C=C(C2=CC=CC=C12)C(C1=CC=CC=2N(C3=CC=CC=C3C12)C1CCN(CC1)CC1=CC=NC=C1)C(=O)C(C1=CN(C2=CC=CC=C12)C)C1=CC=CC=2N(C3=CC=CC=C3C12)C1CCN(CC1)CC1=CC=NC=C1 (1-methyl-1H-indol-3-yl)(9-(1-(pyridin-4-ylmethyl)piperidin-4-yl)-9H-carbazol-4-yl)methylketone